magnesium iron silicon [Si].[Fe].[Mg]